C12(CC3CC(CC(C1)C3)C2)C=2C=C(C=CC2OC)N2CCCC3=CC(=CC=C23)\C=C\C=2SC=CC2 1-[3-(1-adamantyl)-4-methoxy-phenyl]-6-[(E)-2-(2-thienyl)vinyl]-3,4-dihydro-2H-quinoline